(4R)-N-[(4-Benzyloxy-2-pyridyl)methyl]-4-cyano-4-methyl-isochromane-6-carboxamide C(C1=CC=CC=C1)OC1=CC(=NC=C1)CNC(=O)C=1C=C2[C@](COCC2=CC1)(C)C#N